C(CCCCCCCCC)OCCOCCOCCOCCOCCO penta-ethyleneglycol monodecyl ether